P(=O)(OC[C@H]1[C@H](CCCC1)O)([O-])[O-] (((1S,2S)-2-hydroxycyclohexyl)methyl) phosphate